C(C)C1=CC=C(C=C1)C=1C=CC=CC1 3-(4-ethylphenyl)benzene